5-iodo-2,3-diphenyl-pyrazine IC=1N=C(C(=NC1)C1=CC=CC=C1)C1=CC=CC=C1